C1(=CC=C(C=C1)N(C1=CC=C(C=C1)C=1C(=CC=CC1)C1=CC=CC=C1)C1=CC=C(C=C1)C1=CC=C(C=C1)B1OC(C(O1)(C)C)(C)C)C1=CC=CC=C1 N-[(1,1'-biphenyl)-4-yl]-N-[4'-(4,4,5,5-tetramethyl-1,3,2-dioxaborolan-2-yl)-(1,1'-biphenyl)-4-yl]-(1,1':2',1''-terphenyl)-4-amine